NCCNCCNCCNCCNCCNCCNCCNCCNCCN nonaEthyleneDecamine